(2S,3R)-N-(3-chloro-4-fluorophenyl)-3-hydroxy-1-(6-methyl-4-(trifluoromethyl)pyridin-2-yl)-N-(3-(pyrrolidin-1-yl)propyl)pyrrolidine-2-carboxamide ClC=1C=C(C=CC1F)N(C(=O)[C@H]1N(CC[C@H]1O)C1=NC(=CC(=C1)C(F)(F)F)C)CCCN1CCCC1